C(C)(C1=CC(=C(C(=C1)CO)O)C)(C1=CC(=C(C(=C1)CO)O)C)C1=CC(=C(C(=C1)CO)O)C 4,4',4''-ethylidynetris(2-methyl-6-hydroxymethylphenol)